C(C)OC(=O)C1=C(N(C2=CC(=C(C(=C12)CN(C)C)O)Br)C)CSC1=CC=CC=C1 6-bromo-4-dimethylaminomethyl-5-hydroxy-1-methyl-2-(phenylthiomethyl)-1H-indole-3-carboxylic acid ethyl ester